C1(=CC=CC=2CCCCC12)C1CCCC2=CC=CC=C12 1',2',3',4',5,6,7,8-octahydro-[1,1'-binaphthalene]